C(CCCCC)OC(CO)CCCCCCCCCC 2-(hexyloxy)dodecane-1-ol